CN1CCC2(CC(C2)N2CCC=3C=C(C=NC3C2)C(=O)OCC)CC1 ethyl 7-(7-methyl-7-azaspiro[3.5]nonan-2-yl)-5,6,7,8-tetrahydro-1,7-naphthyridine-3-carboxylate